BrC=1C=C2CCN(C2=CC1)C(CCl)=O 1-(5-bromoindolin-1-yl)-2-chloroethan-1-one